2-((2-((4-(4-((2-((2,6-dioxopiperidin-3-yl)amino)benzyl)(methyl)amino)piperidin-1-yl)-2-isopropoxy-5-methylphenyl)amino)-5-(trifluoromethyl)pyridin-4-yl)amino)-N-methylbenzamide O=C1NC(CCC1NC1=C(CN(C2CCN(CC2)C2=CC(=C(C=C2C)NC2=NC=C(C(=C2)NC2=C(C(=O)NC)C=CC=C2)C(F)(F)F)OC(C)C)C)C=CC=C1)=O